(4-(3-(2-hydroxy-4-(trifluoromethyl)phenyl)-4-methyl-6,7-dihydropyrido[2,3-c]pyridazin-8(5H)-yl)butyl)acetamide OC1=C(C=CC(=C1)C(F)(F)F)C1=C(C2=C(N=N1)N(CCC2)CCCCCC(=O)N)C